N,N-dimethylanilinium tetrakis(2,3,4,6-tetraFluorophenyl)borate FC1=C(C(=CC(=C1F)F)F)[B-](C1=C(C(=C(C=C1F)F)F)F)(C1=C(C(=C(C=C1F)F)F)F)C1=C(C(=C(C=C1F)F)F)F.C[NH+](C1=CC=CC=C1)C